7-Chloro-1-(thiazol-2-yl)quinazoline-2,4(1H,3H)-dione ClC1=CC=C2C(NC(N(C2=C1)C=1SC=CN1)=O)=O